ClC1=CC=C2C(=N1)N(N=N2)C2=CC(=C(C(=O)OC)C=C2)F methyl 4-(5-chloro-3H-[1,2,3]triazolo[4,5-b]pyridin-3-yl)-2-fluorobenzoate